N-[2-(4-hydroxycyclohexyl)pyrazolo[3,4-c]pyridin-5-yl]-6-(trifluoromethyl)pyridine-2-carboxamide OC1CCC(CC1)N1N=C2C=NC(=CC2=C1)NC(=O)C1=NC(=CC=C1)C(F)(F)F